C(C)N1N=C(C=C1B(O)O)C (1-ethyl-3-methyl-1H-pyrazol-5-yl)boronic acid